FC(OC1=C(C=C(C=N1)NC(=O)[C@@H]1C[C@@](C2=C1C=NC=1N2N=C(C1)F)(C=1C=NN(C1)C)C)C)F cis-N-(6-(difluoromethoxy)-5-methylpyridin-3-yl)-2-fluoro-8-methyl-8-(1-methyl-1H-pyrazol-4-yl)-7,8-dihydro-6H-cyclopenta[e]pyrazolo[1,5-a]pyrimidine-6-carboxamide